4-hydroxy-3,5-diethylbenzaldehyde OC1=C(C=C(C=O)C=C1CC)CC